CC1=C(C=C(C(=O)NC2=NN(C=C2)C(C)C)C=C1)C#CC=1C=NC=CC1 4-methyl-N-[1-(propan-2-yl)-1H-pyrazol-3-yl]-3-[2-(pyridin-3-yl)ethynyl]benzamide